COCOC=1C=C(C=CC1)C=1CCC(CC1)C(C)O (3'-(methoxymethoxy)-2,3,4,5-tetrahydro-[1,1'-biphenyl]-4-yl)ethan-1-ol